1-(4-(amino(4,5-dichloro-2-hydroxyphenyl)methyl)piperidin-1-yl)-3-hydroxyl-3-methylbutan-1-one NC(C1CCN(CC1)C(CC(C)(C)O)=O)C1=C(C=C(C(=C1)Cl)Cl)O